5-(1-(3-bromophenyl)-3,3-dimethoxycyclobutyl)-4-ethyl-4H-1,2,4-triazole-3-thiol BrC=1C=C(C=CC1)C1(CC(C1)(OC)OC)C=1N(C(=NN1)S)CC